COC=1C=C(C=CC1C)NC(=O)C1CCC(CC1)N1C(NC2=C1C=CC=C2OCCC(C)C)=O N-(3-methoxy-4-methylphenyl)-4-[4-(3-methylbutoxy)-2-oxo-2,3-dihydro-1H-1,3-benzodiazol-1-yl]cyclohexane-1-carboxamide